(3-chlorobenzyl)-6-(3,5-dimethylisoxazol-4-yl)-2-(1,2,3,6-tetrahydropyridine-4-yl)quinazolin-4-amine ClC=1C=C(CC2=C3C(=NC(=NC3=CC=C2C=2C(=NOC2C)C)C=2CCNCC2)N)C=CC1